CN1N=CC(=C1)S(=O)(=O)N1CCC2(CC(OC2=O)CCN2CCN(CC2)C2=CC=C(C=C2)C)CC1 8-((1-methyl-1H-pyrazol-4-yl)sulfonyl)-3-(2-(4-(p-tolyl)piperazin-1-yl)ethyl)-2-oxa-8-azaspiro[4.5]decan-1-one